(S)-2-(4-(4-(2-((tert-butyldimethylsilyl)oxy)ethyl)-6-methoxy-5-oxo-4,5-dihydropyrazine-2-carbonyl)-3,3-dimethylpiperazin-1-yl)-N-(5-(2,4-difluorophenoxy)pyrazin-2-yl)propanamide [Si](C)(C)(C(C)(C)C)OCCN1C=C(N=C(C1=O)OC)C(=O)N1C(CN(CC1)[C@H](C(=O)NC1=NC=C(N=C1)OC1=C(C=C(C=C1)F)F)C)(C)C